C(C)(C)N1C(=NNC1S(=O)(=O)O)CCNC(=O)NC1=CC=NC=C1 1-(2-(4-isopropyl-5-sulfo-4,5-dihydro-1H-1,2,4-triazol-3-yl)ethyl)-3-(pyridin-4-yl)urea